C1(=CC=CC=C1)[C@H]1CCCC=2N1C1=C(N2)C=CC(=C1)C=1C=NC(=NC1)N1CCOCC1 (R)-4-(5-(1-phenyl-1,2,3,4-tetrahydrobenzo[4,5]imidazo[1,2-a]pyridin-8-yl)pyrimidin-2-yl)morpholine